O1CCN(CC1)C1=CC=C(C=N1)C(=O)NC1=NNC(=C1)C1=NC2=C(N1)C=CC(=C2)C(F)(F)F 6-morpholino-N-[5-[5-(trifluoromethyl)-1H-benzimidazol-2-yl]-1H-pyrazol-3-yl]pyridine-3-carboxamide